4-((5-((3S,4S)-4-amino-3-methyl-2-oxa-8-azaspiro[4.5]decan-8-yl)-6-(hydroxymethyl)pyrazin-2-yl)thio)-8-cyclopropyl-6,6a,7,8-tetrahydro-9H-imidazo[1,5-d]pyrido[3,2-b][1,4]oxazin-9-one N[C@@H]1[C@@H](OCC12CCN(CC2)C=2N=CC(=NC2CO)SC2=CC=NC1=C2OCC2N1C(N(C2)C2CC2)=O)C